CN(C1=CC=C(C=CC2=NC=C(C(=O)N)C=C2)C=C1)C 6-(4-(dimethylamino)styryl)nicotinamide